CC(CCC)(CCC)C dimethylheptan